2-thiophen-3-yl-ethylphosphonic acid S1C=C(C=C1)CCP(O)(O)=O